IC=1C=C(C=C(C1)S(F)(F)(F)(F)F)C1=NN(C=N1)C(C1=CC=CC=C1)(C1=CC=CC=C1)C1=CC=CC=C1 3-(3-iodo-5-(pentafluorosulfanyl)phenyl)-1-trityl-1H-1,2,4-triazole